[Si](C)(C)(C(C)(C)C)OCC(F)F 2-((tert-butyldimethylsilyl)oxy)-1,1-difluoroethane